ClC1=C(C=C(C2=C3N(N=C12)CCN(C3)C(CO)=O)C3=NN(C=C3)C)Cl [7,8-dichloro-10-(1-methyl-1H-pyrazol-3-yl)-3,4-dihydropyrazino[1,2-b]indazol-2(1H)-yl]-2-hydroxyethan-1-one